C(=O)(O)C1=CC=C(C=C1)C=1C2=CC=C(N2)C=C2C=CC(C(=C3C=CC(=CC=4C=CC1N4)N3)C3=CC=C(C=C3)C(=O)O)=N2 5,15-bis(4'-carboxyphenyl)porphyrin